Cl.CN1C(=NC2=C1C=CC=C2)NN 1-methyl-2-hydrazinobenzimidazole HCl salt